N[C@@H]1CN(CC[C@H]1F)C1=NC2=C(N1C(C)C=1C=C(C#N)C=CC1)C=C(C(=C2)F)F 3-(1-(2-((3R,4R)-3-amino-4-fluoropiperidin-1-yl)-5,6-difluoro-1H-benzo[d]imidazol-1-yl)ethyl)benzonitrile